C(C1=CC=CC=C1)(=O)O.NC1C(=O)NCCCC1 aminocaprolactam benzoate